2-amino-1,3,5-benzenetricarboxylic acid NC1=C(C=C(C=C1C(=O)O)C(=O)O)C(=O)O